NC=1C=C2C=C(N=CC2=CN1)C=1C(=C(C=NC1)OC(NC(=O)OC(C)(C)C)=O)C [5-(6-amino-2,7-naphthyridin-3-yl)-4-methyl-3-pyridyl]-N-tert-butoxycarbonyl-carbamate